C(CCC)C1=CC(=C(C(=C1)OC)C1=C2CC(N(C2=CC=C1)CC)=O)OC 4-(4-Butyl-2,6-dimethoxyphenyl)-1-ethylindolin-2-one